(1-Benzyl-3-(diethylamino)pyrrolidin-3-yl)methanol C(C1=CC=CC=C1)N1CC(CC1)(N(CC)CC)CO